CC1=C(C(=CC(=C1)CCCCC)CCCCC)O 2-methyl-4,6-dipentylphenol